(1R,4R)-N1-(6,7-dimethoxy-2-(4-(piperazin-1-yl)phenyl)quinolin-4-yl)cyclohexane-1,4-diamine COC=1C=C2C(=CC(=NC2=CC1OC)C1=CC=C(C=C1)N1CCNCC1)NC1CCC(CC1)N